C12CN(CC2C1)C1=NC=C(C(=N1)C=O)CN1C=NC(=C1)C(=O)N[C@@H]1CCC=2N(C=NC21)C 1-[(2-{3-azabicyclo[3.1.0]hexan-3-yl}-4-formylpyrimidin-5-yl)methyl]-N-[(4R)-1-methyl-1H,4H,5H,6H-cyclopenta[d]imidazol-4-yl]-1H-imidazole-4-carboxamide